N,N'-bis[3-(dimethyl-amino)propyl]urea CN(CCCNC(=O)NCCCN(C)C)C